Cl[SiH](C(CC[Si](Cl)(Cl)Cl)C)Cl 1,1,5,5,5-pentachloro-2-methyl-1,5-disilapentane